S1C(=NC2=C1C=CC=C2)C(=O)[C@H](CCCNC(=N)N)NC([C@H](CC(C)C)NC([C@@H](CC2=CNC1=CC=CC=C21)NC([C@H](CO)NC(C)=O)=O)=O)=O N-[(S)-1-[(1,3-benzothiazol-2-yl)carbonyl]-4-guanidinobutyl](S)-2-[(R)-2-[(S)-2-acetylamino-3-hydroxypropionylamino]-3-(3-indolyl)propionylamino]-4-methylvaleramide